C(C)N1C(N(C(C2=CC(=CC=C12)S(=O)(=O)NC1(COC1)CF)=O)CC)=O 1,3-diethyl-N-(3-(fluoromethyl)oxetan-3-yl)-2,4-dioxo-1,2,3,4-tetrahydroquinazoline-6-sulfonamide